CN1C(N(C=2N=C(N(C2C1=O)C)SCC1=C(C=CC=C1)[N+](=O)[O-])C)=O 1,3,7-trimethyl-8-((2-nitrobenzyl)thio)-1H-purine-2,6(3H,7H)-dione